1-(6-bromo-2-pyridyl)hexahydropyrimidin-2-one BrC1=CC=CC(=N1)N1C(NCCC1)=O